N-[5-(difluoromethoxy)pyrazin-2-yl]-5-[2-methyl-4-[[(2R)-1-methylazetidin-2-yl]methoxy]pyrazol-3-yl]pyrazolo[1,5-a]pyridin-2-amine FC(OC=1N=CC(=NC1)NC1=NN2C(C=C(C=C2)C=2N(N=CC2OC[C@@H]2N(CC2)C)C)=C1)F